methyl (E,E)-2-{2-[(4-chlorophenyl) methyloximinomethyl] phenyl}-3-methoxyacrylate ClC1=CC=C(C=C1)C\C(\C1=C(C=CC=C1)/C(/C(=O)OC)=C\OC)=N/O